3-(N-hydroxycarbamimidoyl)-6-chloro-2H-benzopyran ONC(=N)C=1COC2=C(C1)C=C(C=C2)Cl